C(N)(=O)C=1C=C(C=CC1)CC[C@@H](C(=O)O)NC (S)-4-(3-carbamoylphenyl)-2-(methylamino)butanoic acid